NC1=CC=C(C=C1)N1S(CCC1)(=O)=O (4-aminophenyl)isothiazolidine 1,1-dioxide